tert-butyl 5-[6-chloro-7-[[4-methyl-6-(methylamino)pyrimidin-2-yl]amino]-2,3-dihydro-1,4-benzodioxin-5-yl]-2,3,4,7-tetrahydroazepine-1-carboxylate ClC1=C(C2=C(OCCO2)C=C1NC1=NC(=CC(=N1)C)NC)C=1CCCN(CC1)C(=O)OC(C)(C)C